N-(6-(2H-1,2,3-triazol-2-yl)-5-(trifluoromethyl)pyridin-3-yl)-5-(1,3,4-thiadiazol-2-yl)-3,4-dihydroquinoline-1(2H)-carboxamide N=1N(N=CC1)C1=C(C=C(C=N1)NC(=O)N1CCCC2=C(C=CC=C12)C=1SC=NN1)C(F)(F)F